N1(C=NC=C1)C1=CC=C(C=C1)C=1C(=COC1)C1=C(C=CC=C1)O (4-(4-(1H-imidazol-1-yl)phenyl)furan-3-yl)phenol